1-(2-hydroxyethyl)3-methyl-imidazole tetrafluoroborate F[B-](F)(F)F.OCCN1CN(C=C1)C